N-(6-chloro-3-(methylthio)pyridin-2-yl)trimethylacetamide ClC1=CC=C(C(=N1)NC(C(C)(C)C)=O)SC